C(=O)(OC(C)(C)C)NC(=NCC(=O)O)NC(=O)OC(C)(C)C 1,3-di-BOC-2-(carboxymethyl)guanidine